Cl.NCCNS(=O)(=O)C1=CC=C(C=C1)[N+](=O)[O-] N-(2'-aminoethyl)-4-nitrobenzene-1-sulfonylamine hydrochloride